cholest-5-en-3β,25-diol CC(C)(CCC[C@@H](C)[C@H]1CC[C@H]2[C@@H]3CC=C4C[C@H](CC[C@]4(C)[C@H]3CC[C@]12C)O)O